6-ethoxy-4-(6-(4-propargylpiperazin-1-yl)pyridin-3-yl)pyrazolo[1,5-a]pyridine-3-carbonitrile C(C)OC=1C=C(C=2N(C1)N=CC2C#N)C=2C=NC(=CC2)N2CCN(CC2)CC#C